5-(butyldimethylsilyl)-2-cyclohexylbenzene-1,3-diol C(CCC)[Si](C=1C=C(C(=C(C1)O)C1CCCCC1)O)(C)C